CC1=CC(=NN1)C1=NC=CC(=N1)N (5-methyl-1H-pyrazol-3-yl)pyrimidin-4-amine